COCCNC1=CC=C(N)C=C1 4-[(2-methoxyethyl)amino]-aniline